5,6-dichloro-1-(1-(2-chloro-4-fluorobenzyl)piperidin-4-yl)-3-(2-(piperidin-1-yl)ethyl)-1,3-dihydro-2H-benzo[d]imidazol-2-one ClC1=CC2=C(N(C(N2CCN2CCCCC2)=O)C2CCN(CC2)CC2=C(C=C(C=C2)F)Cl)C=C1Cl